2-(8-ethynyl-3-(methoxymethoxy)naphthalene-1-yl)-4,4,5,5-tetramethyl-1,3,2-dioxaborinane C(#C)C=1C=CC=C2C=C(C=C(C12)B1OCC(C(O1)(C)C)(C)C)OCOC